C(C)(C)(C)OC(N[C@@](C=O)(CCCC)C)=O (R)-(2-methyl-1-oxohex-2-yl)carbamic acid tert-butyl ester